3-(5-(2,3-dihydro-1H-pyrrolo[3,4-c]pyridine-2-carbonyl)-1-oxoisoindolin-2-yl)piperidine-2,6-dione C1N(CC=2C=NC=CC21)C(=O)C=2C=C1CN(C(C1=CC2)=O)C2C(NC(CC2)=O)=O